6-chloro-5-cyclopropoxy-N-(5-methyl-1-(tetrahydro-2H-pyran-2-yl)-1H-pyrazol-3-yl)-2-(methylthio)pyrimidin-4-amine ClC1=C(C(=NC(=N1)SC)NC1=NN(C(=C1)C)C1OCCCC1)OC1CC1